7-((4-chlorobenzyl)(methyl)amino)-4-(trifluoromethyl)-2H-benzopyran-2-one ClC1=CC=C(CN(C2=CC3=C(C(=CC(O3)=O)C(F)(F)F)C=C2)C)C=C1